N-(2-chloro-5-fluoro-4-(trifluoromethyl)phenyl)-2-(2-(3,6-dihydro-2H-pyran-4-yl)-5-ethyl-7-oxo-6-(piperazin-1-yl)-[1,2,4]triazolo[1,5-a]pyrimidin-4(7H)-yl)acetamide ClC1=C(C=C(C(=C1)C(F)(F)F)F)NC(CN1C=2N(C(C(=C1CC)N1CCNCC1)=O)N=C(N2)C=2CCOCC2)=O